CN(C)CCN1CCN(CC1)C N,N-dimethyl-(4-methyl-1-piperazinyl)ethylamine